C(C1CC(C(CC1)N)C)C1CC(C(CC1)N)C 4,4'-Methylenebis(2-methyl-cyclohexylamine)